CC1=C(OC(C(=O)OCC)(C)C)C(=CC(=C1)CN1N=C(N(C1=O)C1=CC=C(C=C1)C(F)(F)F)C)C Ethyl 2-(2,6-dimethyl-4-((3-methyl-5-oxo-4-(4-(trifluoromethyl) phenyl)-4,5-dihydro-1H-1,2,4-triazol-1-yl) methyl) phenoxy)-2-methylpropionate